C(=C)S(=O)(=O)C=C divinyl sulfon